CS(=O)(=O)OCC1CCC(CC1)N1N=C2C=C(C(=CC2=C1)C(NC1=CN=C2N1N=CC=C2)=O)OC ((1r,4r)-4-(5-(imidazo[1,2-b]pyridazin-3-ylcarbamoyl)-6-methoxy-2H-indazol-2-yl)cyclohexyl)methyl methanesulfonate